OCCCCCC\C=C/CCCCCCCC(=O)O 16-hydroxy-(9Z)-hexadeca-9-enoic acid